C(CCCCCCCCCCCCCCCCCCCCCCCCCCCCCC)(=O)[O-] hentriacontanoate